CN(CC(=O)N1CCC2=CC(=C(C=C12)NC=1N=C(C2=C(N1)NC[C@H]2C)NC2=C(C=CC=C2)S(=O)(=O)NC(C)C)OC)C 2-{[(5S)-2-({1-[2-(dimethylamino)acetyl]-5-methoxy-2,3-dihydro-1H-indol-6-yl}amino)-5-methyl-6,7-dihydro-5H-pyrrolo[2,3-d]pyrimidin-4-yl]amino}-N-(propan-2-yl)benzenesulfonamide